6-Chloro-5-(2-chloro-4-(ethylthio)phenyl)-3-(methylamino)-4H-thieno[3,2-e][1,2,4]thiadiazine 1,1-dioxide ClC1=C(C=2NC(=NS(C2S1)(=O)=O)NC)C1=C(C=C(C=C1)SCC)Cl